BrC1=NC=CC2=C1C1=CC=CC=C1C21C2=CC=CC=C2C2=CC=3OC4=C(C3C=C21)C=CC=C4 bromospiro[fluoreno[3,2-b]benzofuran-11,5'-indeno[1,2-c]pyridine]